2-fluoro-3-(thiazol-2-yl)prop-2-en-1-one sodium [Na].FC(C=O)=CC=1SC=CN1